ClC1=C(C(=O)N)C=C(C(=C1)OC)Cl 2,5-dichloro-4-methoxybenzamide